1-(5-tert-butyl-2H-pyrazol-3-yl)-3-[4-(5-{2-[2-(2,6-dioxo-piperidin-3-yl)-1,3-dioxo-2,3-dihydro-1H-isoindol-4-ylamino]-ethoxy}benzimidazol-1-yl)-phenyl]-urea C(C)(C)(C)C=1C=C(NN1)NC(=O)NC1=CC=C(C=C1)N1C=NC2=C1C=CC(=C2)OCCNC2=C1C(N(C(C1=CC=C2)=O)C2C(NC(CC2)=O)=O)=O